NC1=CC=C(C=C1)N(C(OCC1=CC=CC=C1)=O)[C@@H]1C[C@@H](N(C2=CC=CC=C12)C(CC)=O)C benzyl (4-aminophenyl)((2S,4R)-2-methyl-1-propionyl-1,2,3,4-tetrahydroquinolin-4-yl)carbamate